2-(5-bromo-2-nitro-4-vinyloxy-phenyl)-1,3-dioxolane BrC=1C(=CC(=C(C1)C1OCCO1)[N+](=O)[O-])OC=C